2-tert-butyl-4-hydroxyanisole C(C)(C)(C)C1=C(C=CC(=C1)O)OC